2-(2-tert-butylpyrimidin-5-yl)-N-[2-hydroxy-1-(4-methyl-3-pyridyl)ethyl]-N-propyl-acetamide C(C)(C)(C)C1=NC=C(C=N1)CC(=O)N(CCC)C(CO)C=1C=NC=CC1C